ClC=1C(=C(C=C(C1)F)[C@H](CC)N)COC=1C=CC=C2C(=CC(=NC12)C)N1N=CC(=C1)F (S)-1-(3-chloro-5-fluoro-2-((4-(4-fluoro-1H-pyrazol-1-yl)-2-methylquinolin-8-yloxy)methyl)phenyl)propan-1-amine